(E)-2-(2,6-dimethyl-4-(3-(4-(methylthio)phenyl)-3-oxoprop-1-en-1-yl)phenoxy)acetic acid CC1=C(OCC(=O)O)C(=CC(=C1)\C=C\C(=O)C1=CC=C(C=C1)SC)C